4-(4'-acetylphenoxy)butyric acid C(C)(=O)C1=CC=C(OCCCC(=O)O)C=C1